C(C)(C)(C)OC(=O)NCC1=C(OCCCCCNC=2SC3=C(N2)C=CC(=C3)C=3C=C(C=NC3)N(C(OC(C)C)=O)C)C=C(C=C1)C1=C(N=CS1)C isopropyl (5-(2-((5-(2-(((tert-butoxycarbonyl)amino)methyl)-5-(4-methylthiazol-5-yl)phenoxy)pentyl)amino)benzo[d]thiazol-6-yl)pyridin-3-yl)(methyl)carbamate